COC(=O)C1=CC=C(C=C1)O Methyl p-hydroxybenzoate